2-bromo-4-(cyclopropylmethoxy)-1-fluorobenzene BrC1=C(C=CC(=C1)OCC1CC1)F